FC1CC(C1)NCCCCCCCSC1=C2CN(C(C2=CC=C1)=O)C1C(NC(CC1)=O)=O 3-(4-((7-(((1r,3r)-3-fluorocyclobutyl)amino)heptyl)thio)-1-oxoisoindolin-2-yl)piperidine-2,6-dione